C1(CCC1)=CC(=O)OCC ethyl 2-cyclobutylideneacetate